N,N-Dimethyl-7-(thiophen-3-yl)naphtho[2,1-d]oxazol-2-amine CN(C=1OC2=C(N1)C=CC1=CC(=CC=C12)C1=CSC=C1)C